COC(C1=CC(=CC=C1)CNC1=C(C=C(C=C1)Cl)N)=O 3-(((2-amino-4-chlorophenyl)amino)methyl)benzoic acid methyl ester